2-[2-(4-{5-[(7S)-7-{3-Oxa-6-azabicyclo[3.1.1]heptan-6-yl}-6,7,8,9-tetrahydro-5H-benzo[7]annulen-2-yl]-1H-pyrazolo[3,4-b]pyridin-3-yl}phenyl)pyridin-3-yl]propan-2-ol C12COCC(N1[C@H]1CCC3=C(CC1)C=C(C=C3)C=3C=C1C(=NC3)NN=C1C1=CC=C(C=C1)C1=NC=CC=C1C(C)(C)O)C2